6-[(3S)-3-(cyanomethyl)-4-prop-2-enoyl-piperazin-1-yl]-N-(3-hydroxy-1-naphthyl)-2-(1-methylindazol-4-yl)pyrimidine-4-carboxamide C(#N)C[C@H]1CN(CCN1C(C=C)=O)C1=CC(=NC(=N1)C1=C2C=NN(C2=CC=C1)C)C(=O)NC1=CC(=CC2=CC=CC=C12)O